Diphenyl-9,9-spirobifluoren-2-yl-methanol C1(=CC=CC=C1)C(O)(C1=CC=2C3(C4=CC=CC=C4C2C=C1)C1=CC=CC=C1C=1C=CC=CC13)C1=CC=CC=C1